1,4-Dihydroxy-2-Naphthoic Acid OC1=C(C=C(C2=CC=CC=C12)O)C(=O)O